FC1=C2C=CNC2=CC(=C1OC=1C=CC(=C(C1)C=1NC2=C(N1)C(OCC2)C=2C=C(C=CC2)CC(=O)OC)F)F methyl 2-(3-(2-(5-((4,6-difluoro-1H-indol-5-yl)oxy)-2-fluorophenyl)-1,4,6,7-tetrahydropyrano[3,4-d]imidazol-4-yl)phenyl)acetate